C1CCCC2CC3C(C=C12)=CC=CC=C3 hexahydro-5H-cyclohepta[b]naphthalen